(4-(2-(2,6-dioxopiperidin-3-yl)-1-oxoisoindolin-4-yl)but-3-yn-1-yl)-5-(8-(5-isopropyl-1-methyl-2-oxo-1,2,3,4-tetrahydroquinolin-7-yl)isoquinolin-3-yl)picolinamide O=C1NC(CCC1N1C(C2=CC=CC(=C2C1)C#CCCC=1C(=NC=C(C1)C=1N=CC2=C(C=CC=C2C1)C1=CC(=C2CCC(N(C2=C1)C)=O)C(C)C)C(=O)N)=O)=O